(isopropyldiethylsilyl)-5-aza-2'-deoxycytidine C(C)(C)[Si](CC)(CC)[C@@]1(C[C@H](O)[C@@H](CO)O1)N1C(=O)N=C(N)N=C1